propyl-methylsilanol C(CC)[SiH](O)C